7-(indan-2-ylcarbamothioyl)-2-(methoxymethyl)pyrazolo[1,5-a]pyrimidine-3-carboxamide C1C(CC2=CC=CC=C12)NC(=S)C1=CC=NC=2N1N=C(C2C(=O)N)COC